2-((6-Amino-3,5-dicyano-4-ethylpyridin-2-yl)thio)-2-phenylacetamide NC1=C(C(=C(C(=N1)SC(C(=O)N)C1=CC=CC=C1)C#N)CC)C#N